4-Methyl-5-(4-(4,4,5,5-tetramethyl-1,3,2-dioxaborolan-2-yl)phenyl)oxazol CC=1N=COC1C1=CC=C(C=C1)B1OC(C(O1)(C)C)(C)C